(R)-1-(2,5-difluoro-pyridin-3-yl)ethyl (4-(5-((2-chloro-6-(trifluoromethyl)-pyridin-4-yl)-carbamoyl)pyridin-2-yl)-1-methyl-1H-1,2,3-triazol-5-yl)-carbamate ClC1=NC(=CC(=C1)NC(=O)C=1C=CC(=NC1)C=1N=NN(C1NC(O[C@H](C)C=1C(=NC=C(C1)F)F)=O)C)C(F)(F)F